(S)-1-benzyl-4-fluoro-N-(9-methyl-8-oxo-6,7,8,9-tetrahydro-5H-pyrido[2,3-b]azepin-7-yl)-1H-pyrazole-3-carboxamide C(C1=CC=CC=C1)N1N=C(C(=C1)F)C(=O)N[C@H]1CCC2=C(N(C1=O)C)N=CC=C2